C(CC1=CC=CC=C1)C1=C(C=CC=C1)CC(=O)[O-] 2-Phenethylphenylacetate